CC(CNC(OC(C)(C)C)=O)CCC(C1=CC=C(C=C1)C)=O tert-butyl N-[2-methyl-5-oxo-5-(p-tolyl)Pentyl]carbamate